methacrylic acid-N,N-diethylaminoethyl ester C(C)N(CC)CCOC(C(=C)C)=O